ClC=1C=CC(=C(C1)/C=C/C(=O)OCC)C ethyl (E)-3-(5-chloro-2-methylphenyl)acrylate